FC(C(C(C(C(F)(F)F)(F)F)(F)F)(F)F)(S(=O)(=O)O)F Perfluoropentane-1-sulphonic acid